N(=[N+]=[N-])CCC1(NN=CC=C1)C 3-(2-azidoethyl)-3-methyl-3H-diazine